C1(=CC=CC=C1)C(CCN1CC2=CC=CC=C2CC1)=C 2-(3-phenylbut-3-en-1-yl)-1,2,3,4-tetrahydroisoquinoline